2'-fluoro-2'-deoxy-guanosine-5'-triphosphate P(O)(=O)(OP(=O)(O)OP(=O)(O)O)OC[C@@H]1[C@H]([C@H]([C@@H](O1)N1C=NC=2C(=O)NC(N)=NC12)F)O